ClC1=C2C(=C(N(C2=CC=C1OC)C)C1=NNC(=N1)C(F)(F)F)N1C=NC=C1 chloro-3-(1H-imidazol-1-yl)-5-methoxy-1-methyl-2-(5-(trifluoromethyl)-1H-1,2,4-triazol-3-yl)-1H-indole